(S)-1-(4-fluorophenyl)-N-methyl-1,2,3,4-tetrahydroisoquinoline FC1=CC=C(C=C1)[C@@H]1N(CCC2=CC=CC=C12)C